COC1=C2CCC(CC2=CC=C1)N(CCN1CCN(CC1)C(=O)OC(C)(C)C)CCC tert-Butyl 4-(2-((5-methoxy-1,2,3,4-tetrahydronaphthalen-2-yl)(propyl)amino)ethyl)piperazine-1-carboxylate